α-hydroxy-α-methyl-valeric acid OC(C(=O)O)(CCC)C